ClC=1C=C(C(=NC1F)N1N=C(N(C1=O)C(F)F)C)F 2-(5-chloro-3,6-difluoro-2-pyridinyl)-4-difluoromethyl-5-methyl-1,2,4-triazol-3-one